CC1=C(C=CC(=N1)N)\C=C\C1=CC=CC=C1 (E)-6-methyl-5-styrylpyridine-2-amine